FC1(CC(C1)OC=1C=C(C=CC1C1=NN(C=N1)C)NC(C1=C(C=C(C=C1)NS(=O)(=O)CC)N1CCC2(CC2)CC1)=O)F N-(3-(3,3-difluorocyclobutyloxy)-4-(1-methyl-1H-1,2,4-triazol-3-yl)phenyl)-4-(ethylsulfonamido)-2-(6-azaspiro[2.5]octan-6-yl)benzamide